4-azido-1-(oxan-2-yl)pyrazolo[3,4-b]pyridine N(=[N+]=[N-])C1=C2C(=NC=C1)N(N=C2)C2OCCCC2